N-[2-[2-(4-ethoxyanilino)-2-oxoethyl]sulfanyl-1,3-benzothiazol-6-yl]-3-methylbenzamide C(C)OC1=CC=C(NC(CSC=2SC3=C(N2)C=CC(=C3)NC(C3=CC(=CC=C3)C)=O)=O)C=C1